(R)-5-([1,2,4]triazolo[1,5-a]pyridin-7-yl)-N-(3,3-difluoro-1-methylpiperidin-4-yl)-4-methoxypyrrolo[2,1-f][1,2,4]triazin-2-amine N=1C=NN2C1C=C(C=C2)C=2C=CN1N=C(N=C(C12)OC)N[C@H]1C(CN(CC1)C)(F)F